FC1=C(C=C(C=C1)OC=1C(=C2C=CNC2=CC1F)C)C=1NC(=CN1)C(=O)C1=CC=CC=C1 (2-(2-Fluoro-5-((6-fluoro-4-methyl-1H-indol-5-yl)oxy)phenyl)-1H-imidazol-5-yl)(phenyl)methanone